4-(7-bromo-2-methyl-1-(3-phenylpropyl)-1H-benzo[d]imidazol-5-yl)-3,5-dimethylisoxazole BrC1=CC(=CC2=C1N(C(=N2)C)CCCC2=CC=CC=C2)C=2C(=NOC2C)C